6-(2,6-dichloro-3,5-dimethoxyphenyl)-8-(1-methylpiperidin-4-yl)-2-(methylthio)pyrido[3,4-d]pyrimidine ClC1=C(C(=C(C=C1OC)OC)Cl)C1=CC2=C(N=C(N=C2)SC)C(=N1)C1CCN(CC1)C